[Si](C)(C)(C(C)(C)C)OC=1C(=C(O)C=CC1C(C)(C)C1=CC=C(C=C1)O)O[Si](C)(C)C(C)(C)C bis(t-butyldimethylsilyloxy)bisphenol a